2-imidazo[1,2-a]pyridin-6-ylpropan-2-ol N=1C=CN2C1C=CC(=C2)C(C)(C)O